5,5'-methylenebis(hexahydro-1,3-isobenzofurandione) C(C1CC2C(OC(C2CC1)=O)=O)C1CC2C(OC(C2CC1)=O)=O